3-(dimethylamino)-propionitrile CN(CCC#N)C